tert-butyl 4-(2-bromo-4-(2-((2-chloro-4-(trifluoromethyl)phenyl)amino)-2-oxoethyl)-5-methyl-7-oxo-4,7-dihydro-[1,2,4]triazolo[1,5-a]pyrimidin-6-yl)piperazine-1-carboxylate BrC1=NN2C(N(C(=C(C2=O)N2CCN(CC2)C(=O)OC(C)(C)C)C)CC(=O)NC2=C(C=C(C=C2)C(F)(F)F)Cl)=N1